12-guanidinododecanoic acid N(C(=N)N)CCCCCCCCCCCC(=O)O